5-((1-Benzylpiperidin-4-yl)methoxy)pyridin-3-amine C(C1=CC=CC=C1)N1CCC(CC1)COC=1C=C(C=NC1)N